NC1CCN(CC1)C1=NC=C(C=N1)C=1C=C(C(=O)N[C@@H](C=2NC3=CC=CC=C3C2)C2=C(C=CC(=C2)F)O)C=C(C1)C (R)-3-(2-(4-aminopiperidine-1-yl)pyrimidine-5-yl)-N-((5-fluoro-2-hydroxyphenyl)(1H-indole-2-yl)methyl)-5-methylbenzamide